4-methoxypyrimidine-2(1H)-one COC1=NC(NC=C1)=O